C(CCCCC)N(C1=NC=C(C=N1)B1OC(C(O1)(C)C)(C)C)CCOCCCCCC N-hexyl-N-(2-(hexyloxy)ethyl)-5-(4,4,5,5-tetramethyl-1,3,2-dioxaborolan-2-yl)pyrimidin-2-amine